diisobutyl-4-(4-cyano-phenoxy)-2-bromomethylbenzene borate B(O)(O)O.C(C(C)C)C=1C(=C(C=CC1OC1=CC=C(C=C1)C#N)CC(C)C)CBr